OC1=C(N2C(C3=CC=CC=C13)=NC(=N2)C2=CC=CC=C2)C(=O)NCC(=O)OCC ethyl 2-[(6-hydroxy-2-phenyl-[1,2,4]triazolo[5,1-a]isoquinoline-5-carbonyl)amino]acetate